ClC=1C=C(C=CC1Cl)C=1N(C(=C(C(C1C(=O)O)=O)C=1C=NN(C1)C)C)CC 2-(3,4-dichlorophenyl)-1-ethyl-6-methyl-5-(1-methylpyrazol-4-yl)-4-oxo-pyridine-3-carboxylic acid